C(C)OC(CC1=C(C(NC12CCC(CC2)OC)=O)C2=C(C=CC(=C2)C)C)=O 3-(2,5-dimethylphenyl)-8-methoxy-2-oxo-1-azaspiro[4.5]-dec-3-en-4-ylacetic acid ethyl ester